FC1=C2CC(CC2=CC(=C1O)NC([C@H](CO[Si](C1=CC=CC=C1)(C1=CC=CC=C1)C(C)(C)C)N(C)C(=O)OC(C)(C)C)=O)C(=O)OCC ethyl 4-fluoro-5-hydroxy-6-[[(2S)-2-[tert-butoxycarbonyl(methyl)amino]-3-[tert-butyl(diphenyl)silyl]oxy-propanoyl]amino]indane-2-carboxylate